NCC(CS)(C)C 3-Amino-2,2-dimethyl-1-Propanthiol